FC1(CN(CC1(C)C)C1=CC(=NC=2N1N=CC2)C=2C(NC(NC2)=O)=O)F 5-(7-(3,3-difluoro-4,4-dimethylpyrrolidin-1-yl)pyrazolo[1,5-a]pyrimidin-5-yl)pyrimidine-2,4(1H,3H)-dione